FC(F)(F)OC(=O)N1CCCC1 (trifluoromethyl)pyrrolidine-1-carboxylate